[(diphenyl-d10)triazinylphenyl-d9]dibenzothiophene C1(C(C(C(C(C1[2H])([2H])[2H])([2H])[2H])([2H])[2H])([2H])[2H])([2H])C1=C(C(=NN=N1)C1C(C(C(C(C1([2H])C1=CC=CC=2SC3=C(C21)C=CC=C3)([2H])[2H])([2H])[2H])([2H])[2H])([2H])[2H])C3(C(C(C(C(C3[2H])([2H])[2H])([2H])[2H])([2H])[2H])([2H])[2H])[2H]